N(N)C=1C(=NN(C(C1)=O)C1=C(C=CC=C1C)OC)C(=O)OC Methyl 4-hydrazino-1-(2-methoxy-6-methylphenyl)-6-oxo-1,6-dihydropyridazine-3-carboxylate